CC1=CC=2C(=NC(=CC2)C(C)O)S1 1-(2-methylthieno[2,3-b]pyridin-6-yl)ethan-1-ol